1-[(1S,4R,6R)-2-azabicyclo[2.2.1]hept-6-yloxy]-7-(propan-2-yloxy)isoquinoline-6-carboxamide [C@@H]12NC[C@@H](C[C@H]1OC1=NC=CC3=CC(=C(C=C13)OC(C)C)C(=O)N)C2